COC1=C(C=CC=C1)C=1N=C2N(C=C(C=C2C2=CC=CC=C2)C2=CC=CC=C2)C1 2-(2-methoxyphenyl)-6,8-diphenylimidazo[1,2-a]pyridine